1-Hydroxy-2-acetone CC(=O)CO